(1S,3R)-3-((6-(1-(tetrahydrofuran-3-yl)-1H-pyrazol-4-yl)pyrazolo[1,5-a]pyrazin-4-yl)oxy)cyclohexan-1-amine trifluoroacetate FC(C(=O)O)(F)F.O1CC(CC1)N1N=CC(=C1)C=1N=C(C=2N(C1)N=CC2)O[C@H]2C[C@H](CCC2)N